CN1CC(CC1=O)C(=O)NC1=CC(=CC=C1)COC1CC(CCC1)C 1-methyl-N-[3-[[(3-methylcyclohexyl)oxy]methyl]phenyl]-5-oxo-3-pyrrolidinecarboxamide